OB1OCC2=C1C(=C(C=C2)C(=O)N[C@@H](C(C)C)C(=O)OC2COC2)C oxetan-3-yl (1-hydroxy-7-methyl-1,3-dihydrobenzo[c][1,2]oxaborole-6-carbonyl)-L-valinate